COC1C=C(S(=O)(=O)[O-])C=CC=1O.O.[K+] Potassium GuaiacolSulphonate